C(#C)C=1C(NC(N([C@H]2C[C@H](O)[C@@H](CO)O2)C1)=O)=O 5-Ethynyl-2'-deoxy-uridine